C1CC12CCN(CC2)C=2OC1=C(C=C(C=C1C(C2C)=O)C)C(C)O 2-(6-azaspiro[2.5]octan-6-yl)-8-(1-hydroxyethyl)-3,6-dimethyl-chromen-4-one